FC=1C=C(N)C=C(C1OC)OC 3-fluoro-4,5-dimethoxyaniline